3-[3-methyl-2-oxo-5-[(4-piperazin-1-yl-1-piperidyl)methyl]benzimidazol-1-yl]piperidine-2,6-dione CN1C(N(C2=C1C=C(C=C2)CN2CCC(CC2)N2CCNCC2)C2C(NC(CC2)=O)=O)=O